magnesium stearylfumarate C(CCCCCCCCCCCCCCCCC)/C(/C(=O)[O-])=C\C(=O)[O-].[Mg+2]